isoquinoline-3-carboxamide C1=NC(=CC2=CC=CC=C12)C(=O)N